N-(Cyclopropylmethyl)-2-(2-methylpyridin-4-yl)-1H-pyrrolo[3,2-c]pyridin C1(CC1)CN1C(=CC=2C=NC=CC21)C2=CC(=NC=C2)C